4-{5-[3-(2-Fluoro-4-methylphenyl)-3H-imidazo[4,5-c]pyridin-2-yl]pyrimidin-2-yl}morpholine FC1=C(C=CC(=C1)C)N1C(=NC2=C1C=NC=C2)C=2C=NC(=NC2)N2CCOCC2